2-Cyclopropyl-6-methoxy-5-nitrobenzo[d]thiazole C1(CC1)C=1SC2=C(N1)C=C(C(=C2)OC)[N+](=O)[O-]